C(C)OC1=CC=C(C=2C3=CC=C4C=CC=CC4=C3C=CC12)OCC 1,4-diethoxychrysene